ClC=1C=CC=C2C=CC(=NC12)NC1=C(C=C(C(=C1)C)OC(C)C)C 8-chloro-N-(4-isopropoxy-2,5-dimethylphenyl)quinolin-2-amine